O1N=C(C(=N1)C(=O)O)C(=O)O 1,2,5-oxadiazole-3,4-dicarboxylic acid